ClC1=NC=C(C(=N1)N1C[C@H](C([C@H](C1)C)(F)F)C)C#N 2-chloro-4-[(3R,5S)-4,4-difluoro-3,5-dimethyl-1-piperidinyl]pyrimidine-5-carbonitrile